1-(2-acetyl-6-methylpyridin-3-yl)-N-((5-phenyl-1,3,4-thiadiazol-2-yl)methyl)-1H-1,2,3-triazole-4-carboxamide C(C)(=O)C1=NC(=CC=C1N1N=NC(=C1)C(=O)NCC=1SC(=NN1)C1=CC=CC=C1)C